(3aR,11aS)-6-chloro-1-(6-methyl-4-(trifluoromethyl)pyridin-2-yl)-1,3a,4,5,10,11a-hexahydro-2H-benzo[b]pyrrolo[2,3-f][1,4]diazocine-2,11(3H)-dione ClC1=CC=CC2=C1NC[C@@H]1[C@@H](C(N2)=O)N(C(C1)=O)C1=NC(=CC(=C1)C(F)(F)F)C